8-(4-(1-methoxycyclobutane-1-carbonyl)piperazin-1-yl)-N-(1-methylcyclopropyl)-3-(5-(trifluoromethyl)-1,3,4-thiadiazol-2-yl)imidazo[1,5-a]pyridine-6-sulfonamide COC1(CCC1)C(=O)N1CCN(CC1)C=1C=2N(C=C(C1)S(=O)(=O)NC1(CC1)C)C(=NC2)C=2SC(=NN2)C(F)(F)F